5-Fluoro-3-((5-fluoro-2-methoxypyridin-3-yl)methyl)-6-(trifluoromethyl)pyrimidin-4(3H)-one FC=1C(N(C=NC1C(F)(F)F)CC=1C(=NC=C(C1)F)OC)=O